OC(CC1=CC=C(C=C1)OC)(C)C1=CC=CC=C1 2-hydroxy-1-(4-methoxyphenyl)-2-phenylpropan